FC=1C(=NC=C(C1)F)CNC(=O)C1=CN=C(S1)N1CCC(CC1)N1CC2(COC2)CCC1 N-[(3,5-difluoropyridin-2-yl)methyl]-2-[4-(2-oxa-6-azaspiro[3.5]nonan-6-yl)piperidin-1-yl]-1,3-thiazole-5-carboxamide